ethyl 1-(2,5-dioxo-2,5-dihydro-1H-pyrrol-1-yl)-2-naphthoate O=C1N(C(C=C1)=O)C1=C(C=CC2=CC=CC=C12)C(=O)OCC